N1(C=CC=C1)CC1=CC=C(C(=O)O)C=C1 4-(pyrrol-1-ylmethyl)benzoic acid